3-(4-(((1S,3S)-3-aminocyclohexyl)(pentyl)amino)-1-oxoisoindolin-2-yl)piperidine-2,6-dione N[C@@H]1C[C@H](CCC1)N(C1=C2CN(C(C2=CC=C1)=O)C1C(NC(CC1)=O)=O)CCCCC